2-{2-[(1H-1,3-Benzodiazol-2-ylmethyl)amino]ethyl}-N-(pyrazin-2-ylmethyl)-1,3-thiazole-4-carboxamide N1C(=NC2=C1C=CC=C2)CNCCC=2SC=C(N2)C(=O)NCC2=NC=CN=C2